C(C1=CC=CC=C1)OC1=C(C(=CC(=C1)F)Br)C#CC(COC)(C)C 1-benzyloxy-3-bromo-5-fluoro-2-(4-methoxy-3,3-dimethyl-but-1-ynyl)benzene